N=1OC(=C2C1C=CC=C2)C=2CN(CCC2)C(=O)OC(C)(C)C tert-Butyl 3-(2,1-benzoxazol-3-yl)-5,6-dihydro-2H-pyridine-1-carboxylate